2-(2,6-dibenzhydryl-4-methoxyphenyl)-5-(2,4,6-triisopropylphenyl)imidazo[1,5-a]pyridin-2-ium chloride [Cl-].C(C1=CC=CC=C1)(C1=CC=CC=C1)C1=C(C(=CC(=C1)OC)C(C1=CC=CC=C1)C1=CC=CC=C1)[N+]1=CN2C(C=CC=C2C2=C(C=C(C=C2C(C)C)C(C)C)C(C)C)=C1